3-(5-((2R,5S)-1-(tert-butoxycarbonyl)-5-methylpiperidin-2-yl)benzo[d]thiazol-2-yl)bicyclo[1.1.1]pentane-1-carboxylic acid C(C)(C)(C)OC(=O)N1[C@H](CC[C@@H](C1)C)C=1C=CC2=C(N=C(S2)C23CC(C2)(C3)C(=O)O)C1